FC(C(=O)[O-])(F)F.C(C#CC)[NH-] but-2-ynyl-amide trifluoroacetate salt